3-carbamoyl-1-(2-((2-((3-chloro-2-fluorobenzyl)amino)-2-oxoethyl)(isopropyl)amino)-2-oxoethyl)-1H-indazole-5-carboxylic acid C(N)(=O)C1=NN(C2=CC=C(C=C12)C(=O)O)CC(=O)N(C(C)C)CC(=O)NCC1=C(C(=CC=C1)Cl)F